N-(3,5-diamino-6-chloropyrazine-2-carbonyl)-N'-4-[4-(2,3-dihydroxypropoxy)phenyl]butyl-guanidine methanesulfonate CS(=O)(=O)O.NC=1C(=NC(=C(N1)N)Cl)C(=O)NC(=N)NCCCCC1=CC=C(C=C1)OCC(CO)O